FC1(CCN(CC1)C(=O)C=1C=C2C=CC=C(C2=CC1)C=1C=C2CN(C(C2=CC1)=O)CC(=O)OC)F Methyl 2-(5-(6-(4,4-difluoropiperidine-1-carbonyl)naphthalen-1-yl)-1-oxoisoindolin-2-yl)acetate